(S)-3-((4-((3-(3,3-dimethyl-1-(methylsulfonyl)indolin-6-yl)-5,5-dimethyl-2,4-dioxoimidazolidin-1-yl)methyl)pyridin-2-yl)amino)butanenitrile CC1(CN(C2=CC(=CC=C12)N1C(N(C(C1=O)(C)C)CC1=CC(=NC=C1)N[C@H](CC#N)C)=O)S(=O)(=O)C)C